COC1=CC=C2C=CC(OC2=C1C=1SC(=CC1)C=1C(=CC=C2C=CC(OC12)(C)C)OC)(C)C 2,5-Bis(7-methoxy-2,2-dimethyl-2H-chromen-8-yl)thiophene